(((tert-butyldiphenylsilyl)oxy)methyl)cyclopropane-1-carbaldehyde [Si](C1=CC=CC=C1)(C1=CC=CC=C1)(C(C)(C)C)OCC1(CC1)C=O